NC1CCC(CC1)NC(=O)C1=NNC(=C1C(C)C)C=1C=C(C=2N(C1)N=CN2)C N-((1r,4r)-4-aminocyclohexyl)-4-isopropyl-5-(8-methyl-[1,2,4]triazolo[1,5-a]pyridin-6-yl)-1H-pyrazole-3-carboxamide